(5-chloro-2-((1-methyl-1H-pyrazol-4-yl)amino)pyrimidin-4-yl)phenol ClC=1C(=NC(=NC1)NC=1C=NN(C1)C)C1=C(C=CC=C1)O